7-{[3-(dibutylamino)propyl]oxy}-6-methoxyquinoline C(CCC)N(CCCOC1=C(C=C2C=CC=NC2=C1)OC)CCCC